4-chloro-6-(3-fluoro-4-((4-methylpiperazin-1-yl)methyl)phenyl)quinoline ClC1=CC=NC2=CC=C(C=C12)C1=CC(=C(C=C1)CN1CCN(CC1)C)F